4-(2-Cyclopropyl-benzyl)-6-(2'-methoxy-4'-methyl-3,4,5,6-tetrahydro-2H-[1,3']bipyridinyl-4-yl)-7-methyl-2-(tetrahydropyran-2-yl)-2,4,6,7-tetrahydro-pyrazolo[4,3-d]pyrimidin-5-on C1(CC1)C1=C(CN2C(N(C(C=3C2=CN(N3)C3OCCCC3)C)C3CCN(CC3)C=3C(=NC=CC3C)OC)=O)C=CC=C1